methylenediphenol C1=CC=C(C(=C1)CC2=CC=CC=C2O)O